ClC=1C=C(C=CC1)NCC(=O)N1[C@@H]2CC([C@H]([C@@H]1C(=O)N[C@H](C[C@@H]1C(NCC1)=O)\C=C(/S(=O)(=O)C)\F)CC2)(F)F (1S,3R,4S)-2-((3-chlorophenyl)glycyl)-5,5-difluoro-N-((R,Z)-4-fluoro-4-(methylsulfonyl)-1-((R)-2-oxopyrrolidin-3-yl)but-3-en-2-yl)-2-azabicyclo[2.2.2]octane-3-carboxamide